BrC=1C=CC=NC1C 5-bromo-6-methylpyridin